((1s,3s)-3-Hydroxy-3-methylcyclobutyl)(7-((1-methyl-3-(trifluoromethyl)-1H-pyrrolo[2,3-b]pyridin-6-yl)oxy)-2-azaspiro[3.5]nonan-2-yl)methanone OC1(CC(C1)C(=O)N1CC2(C1)CCC(CC2)OC2=CC=C1C(=N2)N(C=C1C(F)(F)F)C)C